rac-(1S*,2S*)-N-(6-(((6-cyclopropyl-8-(2-oxo-3-azabicyclo[3.1.0]hexan-3-yl)imidazo[1,2-a]pyridin-2-yl)methyl)amino)pyrimidin-4-yl)-2-(4-methylpyrimidin-2-yl)cyclopropane-1-carboxamide C1(CC1)C=1C=C(C=2N(C1)C=C(N2)CNC2=CC(=NC=N2)NC(=O)[C@@H]2[C@H](C2)C2=NC=CC(=N2)C)N2C(C1CC1C2)=O |r|